C(C)(C)(C)OC(=O)N1CC(CC1)C(=O)O 1-(tert-butyloxycarbonyl)-3-pyrrolidinecarboxylic acid